FC1=CC=C(S1)CC[C@@]1(CN(CC1)C(C)(C)C=1C=NC(=CC1)C)CN1CCOCC1 |o1:8| (S or R)-4-((3-(2-(5-fluorothiophen-2-yl)ethyl)-1-(2-(6-methylpyridin-3-yl)propan-2-yl)pyrrolidin-3-yl)methyl)morpholine